4-benzyl-6-chloro-3-[(E)-3-(4-chlorophenyl)prop-2-enoyl]-1H-quinolin-2-one C(C1=CC=CC=C1)C1=C(C(NC2=CC=C(C=C12)Cl)=O)C(\C=C\C1=CC=C(C=C1)Cl)=O